C12C3CC4C(C3C(C=C1)C2)O4 4,5-epoxytricyclo[5.2.1.02,6]deca-8-ene